Pyridoxamine pyruvate C(C(=O)C)(=O)OCC=1C(=C(C(=NC1)C)O)CN